N[C@@H]1CN(CC1)CC1=CC=2C(=CN=C(C2C2=CC(=C(C#N)C=C2)F)C2=C(C=C(C(=C2)C)C)C)N1CC(F)F (S)-4-(2-((3-aminopyrrolidin-1-yl)methyl)-1-(2,2-difluoroethyl)-5-(2,4,5-trimethylphenyl)-1H-pyrrolo[2,3-c]pyridin-4-yl)-2-fluorobenzonitrile